N-((1S,2R)-2-(3-((2-((3S,4R)-3-fluoro-4-methoxypiperidin-1-yl)pyrimidin-4-yl)amino)-8-(3-((methylsulfonyl)methyl)azetidin-1-yl)isoquinolin-5-yl)cyclobutyl)acrylamide F[C@H]1CN(CC[C@H]1OC)C1=NC=CC(=N1)NC=1N=CC2=C(C=CC(=C2C1)[C@@H]1[C@H](CC1)NC(C=C)=O)N1CC(C1)CS(=O)(=O)C